OCCN1CCC(CC1)N1N=CC(=C1)C1=CC(=C(C(=N1)N1[C@H](CC1)C)C#N)C(F)(F)F 6-[1-[1-(2-hydroxyethyl)-4-piperidinyl]pyrazol-4-yl]-2-[(2S)-2-methylazetidin-1-yl]-4-(trifluoromethyl)pyridine-3-carbonitrile